C(C)N(S(=O)(=O)C1=CN(C(C=C1)=O)CC)C(C(F)(F)F)C1=CC=C(C=C1)F N,1-diethyl-6-oxo-N-(2,2,2-trifluoro-1-(4-fluorophenyl)ethyl)-1,6-dihydropyridine-3-sulfonamide